heptacyclo[6.6.0.02,6.03,13.04,11.05,9.010,14]tetradecane C12C3C4C5C6C3CC2C6C6C5CC4C61